NC1=NC2=CC=C(C=C2C=C1C)C(=O)N(CC1=C2C(=NC=C1)NC=C2)CC2=CC=C(C=C2)N2CCCCC2 2-amino-3-methyl-N-(4-(1-piperidinyl)benzyl)-N-(1H-pyrrolo[2,3-b]pyridin-4-ylmethyl)-6-quinolinecarboxamide